5-(3-(((2-(4-(3-amino-4-nitrophenyl)piperazin-1-yl)ethyl)amino)methyl)azetidin-1-yl)-2-(2,6-dioxopiperidin-3-yl)isoindoline-1,3-dione NC=1C=C(C=CC1[N+](=O)[O-])N1CCN(CC1)CCNCC1CN(C1)C=1C=C2C(N(C(C2=CC1)=O)C1C(NC(CC1)=O)=O)=O